4-((1S,4S,5R)-5-((5-cyclopropyl-3-(2,6-dichlorophenyl)isoxazol-4-yl)methoxy)-2-azabicyclo[2.2.1]heptan-2-yl)-3-fluoro-N-(isopentylsulfonyl)benzamide C1(CC1)C1=C(C(=NO1)C1=C(C=CC=C1Cl)Cl)CO[C@H]1[C@@H]2CN([C@H](C1)C2)C2=C(C=C(C(=O)NS(=O)(=O)CCC(C)C)C=C2)F